(+/-)-(2E)-1-(2,6,6-trimethyl-2-cyclohexen-1-yl)-2-buten-1-one CC=1[C@@H](C(CCC1)(C)C)C(\C=C\C)=O |r|